4-(Octahydro-4,7-methano-5H-inden-5-yliden)butanal C1CCC2C3C(CC(C12)C3)=CCCC=O